Propan-2-yl (2S)-2-[[[(E)-[(3R,4R,5R)-5-(2,4-dioxopyrimidin-1-yl)-4-fluoro-3-hydroxy-4-methyloxolan-2-ylidene]methoxy]-[4-[(E)-3-phenylprop-2-enoyl]phenoxy]phosphoryl]amino]propanoate O=C1N(C=CC(N1)=O)[C@H]1[C@]([C@@H](/C(/O1)=C\OP(=O)(OC1=CC=C(C=C1)C(\C=C\C1=CC=CC=C1)=O)N[C@H](C(=O)OC(C)C)C)O)(C)F